methyl (trans)-4-aminocyclohexane-1-carboxylate N[C@@H]1CC[C@H](CC1)C(=O)OC